N-(5-(2,6-Difluoro-4-methoxyphenyl)-2-(6-(2-fluoro-2-methylpropoxy)-4-methoxypyridin-2-yl)-1-methyl-3-oxo-2,3-dihydro-1H-pyrazol-4-yl)-4-(difluoromethoxy)benzamide FC1=C(C(=CC(=C1)OC)F)C1=C(C(N(N1C)C1=NC(=CC(=C1)OC)OCC(C)(C)F)=O)NC(C1=CC=C(C=C1)OC(F)F)=O